rac-(3aR,7aR)-1,3,3-trimethyl-6-phenyloctahydrobenzo[c]isoxazole CN1OC([C@H]2[C@H]1CC(CC2)C2=CC=CC=C2)(C)C |r|